N-vinyl-3-methyl-2-piperidone C(=C)N1C(C(CCC1)C)=O